2-Ethylhexyl salicylate (Ethylhexyl Salicylate) C(C)C1=C(C(C(=O)O)=CC=C1)OCCCCCC.C(C=1C(O)=CC=CC1)(=O)OCC(CCCC)CC